CN(C1=CC(=C(C=C1)\C=C\C)[N+](=O)[O-])C (E)-N,N-dimethyl-3-nitro-4-(prop-1-en-1-yl)aniline